N-{3-[6-Phenyl-4-(propan-2-ylamino)furo[2,3-d]pyrimidin-5-yl]phenyl}prop-2-enamide C1(=CC=CC=C1)C1=C(C2=C(N=CN=C2NC(C)C)O1)C=1C=C(C=CC1)NC(C=C)=O